cyclopentyl methyl terephthalate C(C1=CC=C(C(=O)OC)C=C1)(=O)OC1CCCC1